2-((3'-methyl-6-((2-oxido-4-phenyl-1,3,2-dioxaphosphinan-2-yl)oxy)-4-pentyl-[1,1'-biphenyl]-2-yl)oxy)-4-phenyl-1,3,2-dioxaphosphinane 2-oxide CC=1C=C(C=CC1)C1=C(C=C(C=C1OP1(OCCC(O1)C1=CC=CC=C1)=O)CCCCC)OP1(OCCC(O1)C1=CC=CC=C1)=O